(S)-(1-(4-bromo-1-(3-methyl-3-(methylsulfonyl)but-1-yn-1-yl)isoquinolin-3-yl)-2-(3,5-difluorophenyl)ethyl)carbamic acid tert-butyl ester C(C)(C)(C)OC(N[C@@H](CC1=CC(=CC(=C1)F)F)C=1N=C(C2=CC=CC=C2C1Br)C#CC(C)(S(=O)(=O)C)C)=O